3-cyano-4-(4-(diphenylamino)phenyl)-5,5-dimethylfuran C(#N)C=1COC(C1C1=CC=C(C=C1)N(C1=CC=CC=C1)C1=CC=CC=C1)(C)C